(E)-4-(3-furyl)-3-butene-2-yl-carboxylate beta-hydroxy-2-methylpentanoate OC(C(C(=O)O)C)CC.O1C=C(C=C1)/C=C/C(C)C(=O)O